2-(6-methoxy-5-(1H-pyrazol-4-yl)pyridin-2-yl)-2,8-diazaspiro[4.5]Decane COC1=C(C=CC(=N1)N1CC2(CC1)CCNCC2)C=2C=NNC2